N-(5-chloro-6-fluoro-1H-indol-3-yl)-6-(piperidin-1-yl)-3,4-dihydroisoquinoline-2(1H)-Formamide ClC=1C=C2C(=CNC2=CC1F)NC(=O)N1CC2=CC=C(C=C2CC1)N1CCCCC1